FC1=C(C=CC(=C1N1N=C(C=2C1=NC=CC2)C2=CC=C(C=C2)C(F)(F)F)F)C=C(C(=O)N)F (2,4-difluoro-3-(3-(4-(trifluoromethyl)phenyl)-1H-pyrazolo[3,4-b]pyridin-1-yl)phenyl)-2-fluoroacrylamide